NC1=NC2=CC(=CC=C2C=C1C#N)CC[C@@]12[C@H]([C@H]([C@@H]([C@H]2C1)N1C=CC2=C1N=CN=C2N)O)O 2-amino-7-(2-((1R,2R,3S,4R,5S)-4-(4-Amino-7H-pyrrolo[2,3-d]pyrimidin-7-yl)-2,3-dihydroxybicyclo[3.1.0]hexan-1-yl)ethyl)quinoline-3-carbonitrile